(2-chloro-5-(2-(6-morpholino-3-pyridinyl)ethynyl)-4-pyridinyl)piperidin-4-ol ClC1=NC=C(C(=C1)N1CCC(CC1)O)C#CC=1C=NC(=CC1)N1CCOCC1